Cl.BrC1=CC=C2N(CCNC2)C1=O 7-bromo-1,2,3,4-tetrahydropyrido[1,2-a]pyrazin-6-one hydrochloride